N[C@@H](C)CN1N=C(N=N1)C1=CC=C(C=C1)OC1=NC=C(C=C1F)Cl (S)-2-Amino-3-(5-(4-((5-chloro-3-fluoropyridin-2-yl)oxy)phenyl)-2H-tetrazol-2-yl)propan